CC1=C(C(N(N=C1)C1OCCN1)=O)N1CC(N(CC1)CC1=C(C=CC=C1)C(F)(F)F)=O 5-methyl-2-(oxazolidin-2-yl)-4-(3-oxo-4-[[2-(trifluoromethyl)phenyl]methyl]piperazin-1-yl)-2,3-dihydropyridazin-3-one